CP([O-])(=O)CC.CP([O-])(=O)CC.CP([O-])(=O)CC.[Al+3] aluminum tris(methylethylphosphinate)